sodium (S)-3-(4-(2,4-difluorophenyl)thiophen-2-yl)-3-(3-(1,6-dimethyl-4-oxido-2-oxo-1,2-dihydropyridin-3-yl)ureido)propanoate FC1=C(C=CC(=C1)F)C=1C=C(SC1)[C@H](CC(=O)[O-])NC(=O)NC=1C(N(C(=CC1[O-])C)C)=O.[Na+].[Na+]